methyl (2R,3S)-2-(((4-isopropylcyclohexyl)oxy)methyl)-3-(methylsulfonamido)pyrrolidine-1-carboxylate C(C)(C)C1CCC(CC1)OC[C@@H]1N(CC[C@@H]1NS(=O)(=O)C)C(=O)OC